BrC=1C(=NC=CC1)C1=CCC2(OCCO2)CC1 bromo-2-(1,4-dioxaspiro[4.5]dec-7-en-8-yl)pyridine